ClC1=C(N(C2=CC=CC=C12)CC(C)(C)C)C(=O)N[C@@H](C)C1=CC=C(C(=O)OC)C=C1 (S)-Methyl 4-(1-(3-chloro-1-neopentyl-1H-indole-2-carboxamido)ethyl)benzoate